2-(4-methoxyphenoxy)-2-(2-(oxazol-2-yl)phenyl)acetic acid-(R)-1-methylpyrrolidin-3-yl ester CN1C[C@@H](CC1)OC(C(C1=C(C=CC=C1)C=1OC=CN1)OC1=CC=C(C=C1)OC)=O